C1(CC1)C1=NC=C(C=N1)NC(=O)[C@@H]1N(CCCC1)C(=O)OC(C)(C)C tert-butyl (2R)-2-[(2-cyclopropylpyrimidin-5-yl)carbamoyl]piperidine-1-carboxylate